2-(3-ethyl-4-oxo-thiazolidin-2-yl)-malononitrile C(C)N1C(SCC1=O)C(C#N)C#N